NC1=C2N=CN(C2=NC(=N1)Cl)[C@H]1CC[C@H](CC1)C(=O)N1CCC(CC1)C(=O)N 1-{[cis-4-(6-amino-2-chloro-9H-purin-9-yl)cyclohexyl]carbonyl}piperidine-4-carboxamide